6-((2-methoxyethyl)carbamoyl)picolinate COCCNC(=O)C1=CC=CC(=N1)C(=O)[O-]